fluorobenzaldehyde p-toluenesulfonylhydrazone CC1=CC=C(C=C1)S(=O)(=O)NN=CC1=C(C=CC=C1)F